t-butyl (5-amino-2-fluorophenyl)carbamate NC=1C=CC(=C(C1)NC(OC(C)(C)C)=O)F